1-(4-((1R,2R)-6-(benzyloxy)-2-(cyclopentylmethyl)-1,2,3,4-tetrahydronaphthalen-1-yl)phenyl)-4-(dimethoxymethyl)piperidine C(C1=CC=CC=C1)OC=1C=C2CC[C@@H]([C@@H](C2=CC1)C1=CC=C(C=C1)N1CCC(CC1)C(OC)OC)CC1CCCC1